COC(C1=C(C(=C(C(=C1)F)I)Cl)F)=O 3-Chloro-2,5-difluoro-4-iodo-benzoic acid methyl ester